(S)-1-(5-(5-(1-methyl-1H-pyrazol-4-yl)-4-oxo-4,5,6,7-tetrahydrothiazolo[5,4-c]pyridin-2-yl)pyridin-2-yl)pyrrolidin-3-yl methanesulfonate CS(=O)(=O)O[C@@H]1CN(CC1)C1=NC=C(C=C1)C=1SC=2C(N(CCC2N1)C=1C=NN(C1)C)=O